1-(4-methoxybenzyl)-3-(4-((2-oxopiperidin-1-yl)methyl)phenyl)urea COC1=CC=C(CNC(=O)NC2=CC=C(C=C2)CN2C(CCCC2)=O)C=C1